N-(4-Cyanophenyl)-1,2-dimethyl-1H-pyrrole-3-carboxamide C(#N)C1=CC=C(C=C1)NC(=O)C1=C(N(C=C1)C)C